Br[C@H]1C[C@H](N(C1)C(=O)OC(C)(C)C)COC=1C=NC=CC1C1=C(C2=NC=CC=C2N1)C1=CC=CC=C1 tert-butyl (2S,4S)-4-bromo-2-({[4-(3-phenyl-1H-pyrrolo[3,2-b]pyridin-2-yl)pyridin-3-yl]oxy}methyl)pyrrolidine-1-carboxylate